1,8-Diazabicyclo[5.4.0]-7-undecene N12CCCCCC2=NCCC1